(2S,2'S,2''S)-3,3',3''-((nitrilotris(ethane-2,1-diyl))tris(benzene-3,1-diyl))tris(2-((R)-pyrrolidin-3-yl)propanoic acid) N(CCC=1C=C(C=CC1)C[C@H](C(=O)O)[C@@H]1CNCC1)(CCC=1C=C(C=CC1)C[C@H](C(=O)O)[C@@H]1CNCC1)CCC=1C=C(C=CC1)C[C@H](C(=O)O)[C@@H]1CNCC1